BrC1=C(C=CC=C1)SC=1N=NC=CC1C(=N)NO 3-[(2-Bromophenyl)sulfanyl]-N-hydroxypyridazine-4-carboxamidine